C(C)(C)(C)OC(CN1N=C(N=C1)C1=C(C(=CC=C1)[N+](=O)[O-])OC)=O 2-(3-(2-methoxy-3-nitrophenyl)-1H-1,2,4-triazol-1-yl)acetic acid tert-butyl ester